2-fluoro-4-(tetrahydro-2H-pyran-4-yl)phenol FC1=C(C=CC(=C1)C1CCOCC1)O